N1=C(C=CC=C1)[C@H]1[C@@H](CCCC1)O trans-2-pyridine-2-yl-cyclohexanol